NC=1SC(=NN1)C1=CC=C(C=C1)CCC 2-amino-5-(4-n-propylphenyl)-1,3,4-thiadiazole